C1=CC=CC=2C3=CC=CC=C3C(C12)COC(=O)N[C@H](C(=O)OC)CCC(C=[N+]=[N-])=O Methyl (S)-2-((((9H-fluoren-9-yl)methoxy)carbonyl)amino)-6-diazo-5-oxohexanoate